SC=1C(NC(N([C@H]2[C@H](O)[C@H](O)[C@@H](CO)O2)C1)=O)=O 5-(sulfanyl)-uridine